(R)-(1,3-Dimethyl-azetidin-3-yl)-(3-methoxymethyl-phenyl)-(4-trifluoromethoxy-phenyl)-methanol CN1CC(C1)(C)[C@@](O)(C1=CC=C(C=C1)OC(F)(F)F)C1=CC(=CC=C1)COC